FC=1C=C(C=CC1F)NC(=S)NC1=C(C=CC=C1)O 1-(3,4-difluorophenyl)-3-(2-hydroxyphenyl)thiourea